benzyl (R)-(4-amino-5-oxo-5-((4-(ureidomethyl)benzyl)amino)pentyl)carbamate N[C@H](CCCNC(OCC1=CC=CC=C1)=O)C(NCC1=CC=C(C=C1)CNC(=O)N)=O